O1COCC2=C1C=CC=C2 benzo[d][1,3]dioxin